COC([C@H](C[C@H]1C(NCC1)=O)NC(=O)OC(C)(C)C)=O (S)-2-(Boc-amino)-3-[(S)-2-oxo-3-pyrrolidinyl]propanoic acid methyl ester